2-((6-(2-chloro-6-methoxyphenyl)-1H-pyrazolo[3,4-d]pyrimidin-1-yl)methyl)-5-(1-isopropyl-4-(trifluoromethyl)-1H-imidazol-2-yl)aniline ClC1=C(C(=CC=C1)OC)C1=NC=C2C(=N1)N(N=C2)CC2=C(N)C=C(C=C2)C=2N(C=C(N2)C(F)(F)F)C(C)C